exo-N-[(1R)-1-(4-ethoxyphenyl)-2-methoxyethyl]-1a,6b-dihydro-1H-cyclopropa[b][1]benzofuran-1-carboxamide C(C)OC1=CC=C(C=C1)[C@H](COC)NC(=O)C1C2OC3=C(C21)C=CC=C3